C(C)(C)[SiH2][Si](N(C(C)C)C(C)C)(N)[Si](C)(C)C (isopropyl)(trimethylsilyl)amino(di-isopropylamino)disilane